O(C1=CC=CC=C1)C(C(=O)OCC=1C(=C(C(=NC1)C)O)CO)OC1=CC=CC=C1 pyridoxine diphenoxyacetate